2-methyl-6-(4,4,5,5-tetramethyl-1,3,2-dioxaborolan-2-yl)pyridazin-3-one CN1N=C(C=CC1=O)B1OC(C(O1)(C)C)(C)C